4-hydroxy-1H-pyrrolo[2,3-b]pyridine-1-carboxylic acid tert-butyl ester C(C)(C)(C)OC(=O)N1C=CC=2C1=NC=CC2O